tert-butyl 5-bromo-4-formyl-7-methyl-1H-indole-1-carboxylate BrC=1C(=C2C=CN(C2=C(C1)C)C(=O)OC(C)(C)C)C=O